ClC=1C=C2C(=NC(=NC2=C(C1C1=CC(=CC2=CC=CC=C12)O)F)OCCN(C)C)N1CC=2N(CC1)C(=NC2)C=C 4-(6-chloro-2-(2-(dimethylamino)ethoxy)-8-fluoro-4-(3-vinyl-5,6-dihydroimidazo[1,5-a]pyrazin-7(8H)-yl)quinazolin-7-yl)naphthalen-2-ol